CN1CC(C1)(C)[C@@](C=1C=C(C=NC1)C1=NOC(=N1)C(C)(C)O)(C1=CC=C(C=C1)OC(F)(F)F)O 2-(3-{5-[(R)-(1,3-Dimethyl-azetidin-3-yl)-hydroxy-(4-trifluoromethoxy-phenyl)-methyl]-pyridin-3-yl}-[1,2,4]oxadiazol-5-yl)-propan-2-ol